FC=1C=C(C=C(C1)F)C=1C(OC2=CC(=CC=C2C1C)OC1OCCCC1)C1=CC=C(C=C1)I 3-(3,5-difluorophenyl)-2-(4-iodophenyl)-4-methyl-7-tetrahydropyran-2-yloxy-2H-chromene